O1C(=NC2=C1C=CC=C2)C2=CC=C(C=C2)C=CC2=CC=C(C=C2)C=2OC1=C(N2)C=C(C=C1)C 4-(2-benzoxazolyl)-4'-(5-methyl-2-benzooxazolyl)stilbene